N(=NC(=O)ON1CCOCC1)C(=O)ON1CCOCC1 dimorpholinyl azodicarboxylate